COC=1C=C(C=CC1)NC1=NC2=C(C3=CN=CC=C13)N=C1N2C=NC=C1 N-(3-methoxyphenyl)pyrimido[6',1':2,3]imidazo[4,5-c][2,6]naphthyridin-5-amine